Cl.Cl.FC1=C(C=CC(=C1)C1NCC(C1)O)C=1N=C2SC3=C(N2C1)C=CC(=C3)C(=O)NCCCN3CCC(CC3)F 2-(2-fluoro-4-(4-hydroxypyrrolidin-2-yl)phenyl)-N-(3-(4-fluoropiperidin-1-yl)propyl)benzo[d]imidazo[2,1-b]thiazole-7-carboxamide dihydrochloride